CC1=CCC(CC1)C(C)(C)CC(=O)O.C(C)(=O)O.C12(C(CCC(C1(C)C)C2)C)C21C(CCC(C2(C)C)C1)(C)C12C(CCC(C1(C)C)C2)C TERPINYL ACETATE (2-(4-methyl-1-cyclohex-3-enyl)propan-2-yl-acetate)